ClC1=C(C=C(S1)C=1C=C2C(=NC1)N(C(N2)=O)C)C 6-(5-chloro-4-methyl-2-thienyl)-3-methyl-2-oxo-imidazo[4,5-b]Pyridine